COC=1C=C2C=CC(=CC2=CC1)C(=O)C1=CC=C(C=C1)SC (6-methoxynaphthalen-2-yl)-(4-methylthiophenyl)methanone